propenyl-dopamine C(=CC)NCCC1=CC(O)=C(O)C=C1